NC=1C(=C(C=C(C1)Cl)S(=O)(=O)NCCN1CCN(CC1)C)O 3-amino-5-chloro-2-hydroxy-N-(2-(4-methylpiperazin-1-yl)ethyl)benzenesulfonamide